C(CCCCCCC=CC=CC=CCCCCC)(=O)O octadec-8,10,12-trienoic acid